FC1=CC(=C(C=C1)N1N=CC(=C1)C(=O)OCC)OCOC ethyl 1-[4-fluoro-2-(methoxymethoxy)phenyl]pyrazole-4-carboxylate